FC(C1CCN(CC1)C1=NC=CC(=N1)NC1CC2(CC(C2)OC2=C(C(=O)N)C=CC=N2)C1)(F)F 2-(((2S,4s,6S)-6-((2-(4-(trifluoromethyl)piperidin-1-yl)pyrimidin-4-yl)amino)spiro[3.3]heptan-2-yl)oxy)nicotinamide